tert-butyl 3-[6-chloro-4-(4-chloro-2-methoxycarbonyl-anilino)-3-quinolyl]pyrrolidine-1-carboxylate ClC=1C=C2C(=C(C=NC2=CC1)C1CN(CC1)C(=O)OC(C)(C)C)NC1=C(C=C(C=C1)Cl)C(=O)OC